BrC1=C(NC2=NSC=3C2=NC=C(N3)C=NC(C(=O)O)(CO)C)C=CC=C1C1=CC=CC=C1 2-((3-(2-bromo-3-phenylanilino)isothiazolo[4,5-b]pyrazin-6-ylmethylene)amino)-2-methyl-3-hydroxypropionic acid